(R)-N-ethyl-1-(5-(trifluoromethyl)pyridin-2-yl)propan-1-amine C(C)N[C@H](CC)C1=NC=C(C=C1)C(F)(F)F